2,3-bis[(2-hydroxyethyl)thio]-1,4-naphthalenedione OCCSC=1C(C2=CC=CC=C2C(C1SCCO)=O)=O